CN1CC2C(C1)CN(C2)C2=CC=CC=1NC=NC12 4-(5-methylhexahydropyrrolo[3,4-c]-pyrrol-2(1H)-yl)-1H-benzo[d]imidazole